NC1=C(C2=C(CCO2)C(=C1)Br)C#N 6-amino-4-bromo-2,3-dihydrobenzofuran-7-carbonitrile